SCC1=CC=C(C(=O)CC(=O)OC(CC(C2=CC=C(C=C2)CS)=O)=O)C=C1 4-mercaptomethylbenzoyl-acetic anhydride